1-(2-(2-tert-butylphenoxy)pyridin-3-yl)-3-(4-(1-(hydroxymethyl)cyclopropyl)-phenyl)urea C(C)(C)(C)C1=C(OC2=NC=CC=C2NC(=O)NC2=CC=C(C=C2)C2(CC2)CO)C=CC=C1